6-allyl-N-(1,2,3,4-tetrahydroisoquinolin-7-yl)-6H-pyrido[2,3-c]pyrimido[4,5-e][1,2]thiazin-2-amine C(C=C)N1SC2=C(C3=C1N=CC=C3)N=C(N=C2)NC2=CC=C3CCNCC3=C2